C(C)N(C(CCC)NC)CC N,N-diethyl-N'-methylbutanediamine